(2R,3R,4S,5R)-2-(acetoxymethyl)-6-(2-(2-(2-azidoethoxy) ethoxy)ethoxy)tetrahydro-2H-pyran-3,4,5-triyl triacetate C(C)(=O)O[C@@H]1[C@H](OC([C@@H]([C@H]1OC(C)=O)OC(C)=O)OCCOCCOCCN=[N+]=[N-])COC(C)=O